4,4-Difluoropiperidine-2-carboxylic acid ethyl ester C(C)OC(=O)C1NCCC(C1)(F)F